C1(=CC=CC=C1)C1=C(C2=C(OC3=C2C=CC=C3)C=C1)C1=C(C=CC=C1)C1=NN=NC(=C1C1=CC=CC=C1)C1=CC=CC=C1 phenyl[(diphenyltriazinyl)phenyl]dibenzofuran